ClC1=C(C=C(C(=C1)S(N(C=1SC=CN1)CC1=CC(=C(C=C1)C)C)(=O)=O)F)N1CC(CC1)CCC(=O)N(C)C 3-(1-(2-chloro-4-(N-(3,4-dimethylbenzyl)-N-(thiazol-2-yl)sulfamoyl)-5-fluorophenyl)pyrrolidin-3-yl)-N,N-dimethylpropanamide